S1C(NCCC1)=O tetrahydro-2H-1,3-thiazin-2-one